O=C1NC(CCC1N1C(C2=CC=CC(=C2C1=O)N1CC(CC1)CO)=O)=O 2-(2,6-dioxopiperidin-3-yl)-4-(3-(hydroxymethyl)pyrrolidin-1-yl)isoindoline-1,3-dione